4-[[5-(2-chlorophenyl)-4-cyclopropyl-imidazol-1-yl]methyl]-N2-methyl-benzene-1,2-diamine ClC1=C(C=CC=C1)C1=C(N=CN1CC=1C=C(C(=CC1)N)NC)C1CC1